(4,7-dichloro-6-(4-(4-ethyl-1,4-diazepan-1-yl)phenyl)-2H-indazol-2-yl)-2-((R)-6-fluoro-6,7-dihydro-5H-pyrrolo[1,2-c]imidazol-1-yl)-N-(thiazol-2-yl)acetamide ClC=1C2=CN(N=C2C(=C(C1)C1=CC=C(C=C1)N1CCN(CCC1)CC)Cl)C(C(=O)NC=1SC=CN1)C1=C2N(C=N1)C[C@@H](C2)F